C(CC(CC(C(=O)[O-])CC=1C=C(C=C(C1O)C(C)(C)C)C)=O)C(CC(C(=O)[O-])CC=1C=C(C=C(C1O)C(C)(C)C)C)=O ethylene-bis(oxoethylene)-bis[3-(5-tert-butyl-4-hydroxy-m-tolyl) propionate]